(5-amino-1-{6-[(2,6-difluorophenyl)oxy]-4-methylpyridin-3-yl}pyrazol-4-yl)[5-(1-methylazetidin-3-yl)-5,6,7,8-tetrahydro-1H-pyrrolo[2,3-g]quinolin-2-yl]methanone NC1=C(C=NN1C=1C=NC(=CC1C)OC1=C(C=CC=C1F)F)C(=O)C1=CC=2C(=CC=3CCCN(C3C2)C2CN(C2)C)N1